ethyl 2-(2-((5-(6-(aminomethyl)pyridin-2-yl)-2-methylbenzofuran-3-yl)methoxy)-4-methoxyphenyl)acetate NCC1=CC=CC(=N1)C=1C=CC2=C(C(=C(O2)C)COC2=C(C=CC(=C2)OC)CC(=O)OCC)C1